6-(1-((2,3-dihydrobenzofuran-5-yl)sulfonyl)-1,2,3,6-tetrahydropyridin-4-yl)-7-methyl-[1,2,4]triazolo[1,5-a]pyrimidine O1CCC2=C1C=CC(=C2)S(=O)(=O)N2CCC(=CC2)C=2C=NC=1N(C2C)N=CN1